((1R,4R)-2,3,4-tri-hydroxy-5-(hydroxy-methyl)-1,2,3,4,5-pentamethylcyclohexyl)methyl 5-((3aS,6aR)-2-oxo-hexahydro-1H-thieno-[3,4-d]imidazol-4-yl)-pentanoate O=C1N[C@H]2[C@@H](N1)CSC2CCCCC(=O)OC[C@@]2(C(C([C@](C(C2)(C)CO)(C)O)(C)O)(C)O)C